(1R,2S,4S,5R)-2-(hydroxymethyl)-2-(methoxymethyl)-5-(pyridin-3-yl)quinuclidin-3-one OC[C@]1(N2C[C@H]([C@@H](C1=O)CC2)C=2C=NC=CC2)COC